ClC1=NC=C(C=C1)CC(F)F 2-chloro-5-(2,2-difluoroethyl)pyridine